FC1=C(C=C(C(=C1)OC)[N+](=O)[O-])COC[C@@H](C)[NH3+] [(1R)-2-[(2-fluoro-4-methoxy-5-nitro-phenyl)methoxy]-1-methyl-ethyl]ammonium